tert-butyl 8-((3-(2,6-dioxopiperidin-3-yl)-4-oxo-3,4-dihydrobenzo[d][1,2,3]triazin-5-yl)amino)octanoate O=C1NC(CCC1N1N=NC2=C(C1=O)C(=CC=C2)NCCCCCCCC(=O)OC(C)(C)C)=O